nonyl α-hydroxyisobutyrate OC(C(=O)OCCCCCCCCC)(C)C